CN1C[C@@H](CC1)OCC#C (3R)-1-methyl-3-(prop-2-ynyloxy)tetrahydropyrrole